10-(aminomethyl)-6-methaneOxy-2-methyl-7-(1-methyl-1H-pyrrol-4-yl)-9,10-dihydro-8-oxa-2,4,10a-triazanaphtho[2,1,8-cde]azulene-1(2H)-one NCC1COC2=C3C4=C(N(C(N14)=O)C)C=NC3=CC(=C2C=2C=CN(C2)C)OC